9-hydroxy-N-((S)-1-(((R)-4-hydroxy-3-oxo-1-((R)-2-oxopyrrolidin-3-yl)butan-2-yl)amino)-4,4-dimethyl-1-oxopentan-2-yl)-9H-fluorene-9-carboxamide OC1(C2=CC=CC=C2C=2C=CC=CC12)C(=O)N[C@H](C(=O)N[C@H](C[C@@H]1C(NCC1)=O)C(CO)=O)CC(C)(C)C